7-((4,6-difluoro-1H-indol-5-yl)oxy)-3,4-dihydroisoquinolin-1-amine FC1=C2C=CNC2=CC(=C1OC1=CC=C2CCN=C(C2=C1)N)F